C1(CC1)CSC1=NC=2NC(N(C(C2N1C)=O)C)=O 8-((cyclopropylmethyl)thio)-1,7-dimethyl-3,7-dihydro-1H-purine-2,6-dione